3,5-dimethyl-4'-hydroxy-trans-stilbene CC=1C=C(C=C(C1)C)\C=C\C1=CC=C(C=C1)O